[C@H]12CN(C[C@H](CC1)N2)C=2C1=C(N=C(N2)OC[C@]23CCCN3C[C@@H](C2)F)C(=C(N=C1)C=1C=CC=C2C=CC=3OCCC3C12)F 4-((1R,5S)-3,8-diazabicyclo[3.2.1]octan-3-yl)-7-(1,2-dihydronaphtho[2,1-b]furan-9-yl)-8-fluoro-2-(((2R,7aS)-2-fluorotetrahydro-1H-pyrrolizin-7a(5H)-yl)methoxy)pyrido[4,3-d]pyrimidine